N-((S)-2,4-dimethyl-5-oxo-5,6,7,8-tetrahydro-4H-pyrazolo[1,5-a][1,3]diazepin-6-yl)-1-(1-phenylethyl)-1H-1,2,4-triazole-3-carboxamide CC1=NN2C(N(C([C@H](CC2)NC(=O)C2=NN(C=N2)C(C)C2=CC=CC=C2)=O)C)=C1